O1C(CCCC1)O[C@@H](C(=O)OC)C Methyl (2R)-2-tetrahydropyran-2-yloxypropanoate